C1(C(CC=CC1)C(=O)OCCCC)C(=O)OCCCC dibutyl 4-cyclohexene-1,2-dicarboxylate